8-ethoxy-2-(tetrahydro-2H-pyran-3-yl)imidazo[1,2-a]pyridine-6-carboxylic acid phenyl ester C1(=CC=CC=C1)OC(=O)C=1C=C(C=2N(C1)C=C(N2)C2COCCC2)OCC